ClC1=NC=C(C(=N1)C1=C(C=C(C=C1)F)Cl)Cl 2,5-dichloro-4-(2-chloro-4-fluorophenyl)pyrimidine